C(C(C)C)C([C@@H]([C@@H]1C(=C(C(=O)O1)O)[O-])O)(O)CC(C)C diisobutyl-ascorbate